(3,5-dichloro-4-((5-isopropyl-6-oxo-1,6-dihydropyridazin-3-yl)oxy)phenyl)-3,5-dioxo-2,3,4,5-tetrahydro-1,2,4-triazine-6-carbonitrile ClC=1C=C(C=C(C1OC1=NNC(C(=C1)C(C)C)=O)Cl)N1N=C(C(NC1=O)=O)C#N